FC1=C(C(=O)O)C=C(C=C1)C(=O)OC 2-fluoro-5-methoxycarbonyl-benzoic acid